potassium boranate B(=O)[O-].[K+]